4-methyl-3,4-dihydro-2H-pyrido[3,2-b][1,4]oxazin-7-amine hydrochloride Cl.CN1C2=C(OCC1)C=C(C=N2)N